C(#N)C(=CC1C(C1C(=O)OCC1=C(C(=C(C(=C1F)F)COC)F)F)(C)C)C ([2,3,5,6-tetrafluoro-4-(methoxymethyl) phenyl])Methyl 3-(2-cyano-1-propen-1-yl)-2,2-dimethylcyclopropanecarboxylate